FC1=CC=C(C=C1)C=1C(=NC2=CC(=CC(=C2C1)C(C)N)C)C1=CC(=NC=C1)C 1-(3-(4-fluorophenyl)-7-methyl-2-(2-methylpyridin-4-yl)quinolin-5-yl)ethan-1-amine